methyl 4-amino-5,6-dichloro-pyridine-3-carboxylate NC1=C(C=NC(=C1Cl)Cl)C(=O)OC